N-(9,10-dioxo-9,10-dihydrophenanthren-2-yl)pivalamide O=C1C2=CC=CC=C2C=2C=CC(=CC2C1=O)NC(C(C)(C)C)=O